tert-Butyl (E)-3-((3-butyl-7-(ethylthio)-2-methyl-1,1-dioxido-5-phenyl-2,3,4,5-tetrahydro-1,2,5-benzothiadiazepin-8-yl)oxy)acrylate C(CCC)C1N(S(C2=C(N(C1)C1=CC=CC=C1)C=C(C(=C2)O/C=C/C(=O)OC(C)(C)C)SCC)(=O)=O)C